N-[(3R,4S)-4-fluoro-1-(3,3,3-trifluoropropanoyl)pyrrolidin-3-yl]benzamide F[C@@H]1[C@@H](CN(C1)C(CC(F)(F)F)=O)NC(C1=CC=CC=C1)=O